N1C(=NC=C1)C1=NC(=CC=C1)C=1NC=CN1 2,6-diimidazolylpyridine